D-glucaro-1,4-lactone C1([C@H](O)[C@@H](O)[C@@H]([C@H](O)C(=O)O)O1)=O